BrC=1C=C(C=C2C(=C(C(=NC12)C1=CC(=CC=C1)C(F)(F)F)CN1CCC(CC1)N1CCOCC1)C(=O)NC1(CC1)C1=CC=CC=C1)Cl 8-bromo-6-chloro-3-{[4-(4-morpholinyl)-1-piperidinyl]methyl}-N-(1-phenylcyclopropyl)-2-[3-(trifluoromethyl)phenyl]-4-quinolinecarboxamide